5'-fluorouridine FC([C@@H]1[C@H]([C@H]([C@@H](O1)N1C(=O)NC(=O)C=C1)O)O)O